((1s,4s)-4-((5-(1-(2,2-difluoroethyl)-1H-benzo[d][1,2,3]triazol-6-yl)-4-methoxy-7H-pyrrolo[2,3-d]pyrimidin-2-yl)amino)cyclohexyl)(pyrrolidin-1-yl)methanone FC(CN1N=NC2=C1C=C(C=C2)C2=CNC=1N=C(N=C(C12)OC)NC1CCC(CC1)C(=O)N1CCCC1)F